Diisopropyl (4-(bis(4-methoxyphenyl)amino)phenyl)phosphonate COC1=CC=C(C=C1)N(C1=CC=C(C=C1)P(OC(C)C)(OC(C)C)=O)C1=CC=C(C=C1)OC